1-(2-chlorophenyl)-7-cyclopropyl-2,4-dioxo-1,2,3,4-tetrahydroquinazolin-6-carbonitrile ClC1=C(C=CC=C1)N1C(NC(C2=CC(=C(C=C12)C1CC1)C#N)=O)=O